C(C1=CC=CC=C1)C1(CN(CC1)C(=O)C=1N=CSC1)C=1C=C2C=NN(C2=CC1C)C1=CC=C(C=C1)F (3-benzyl-3-(1-(4-fluorophenyl)-6-methyl-1H-indazol-5-yl)pyrrolidin-1-yl)(thiazol-4-yl)methanone